CC=1C(=NC(=NC1)NC1=CC(=C(C=C1)C)C(F)(F)F)NC=1C=CC2=C(NC(O2)=O)C1 5-[5-Methyl-2-(4-methyl-3-trifluoromethyl-phenylamino)-pyrimidin-4-ylamino]-3H-benzooxazol-2-one